COC=1C=2N(C=C(C1)C1=C(C(=NN1)C1=NC=C(C(=C1)C)C1CCN(CC1)CCOC)CC(F)(F)F)N=CN2 8-methoxy-6-(3-(5-(1-(2-methoxyethyl)piperidin-4-yl)-4-methylpyridin-2-yl)-4-(2,2,2-trifluoroethyl)-1H-pyrazol-5-yl)-[1,2,4]triazolo[1,5-a]pyridine